Thiophen-1-ol S1(C=CC=C1)O